2-oleoyl-1-palmitoyl-sn-glycerol C(CCCCCCC\C=C/CCCCCCCC)(=O)O[C@H](COC(CCCCCCCCCCCCCCC)=O)CO